2-[[(5-methyl-3-isoxazolyl)methyl]thio]-N-[2-(methylphenylamino)propyl]-3-pyridinecarboxamide CC1=CC(=NO1)CSC1=NC=CC=C1C(=O)NCC(C)N(C1=CC=CC=C1)C